3-(2,2-dimethoxy-1,2-azasilolidin-1-yl)-N,N-bis(3-(trimethoxysilyl)propyl)propane-1-amine CO[Si]1(N(CCC1)CCCN(CCC[Si](OC)(OC)OC)CCC[Si](OC)(OC)OC)OC